C1(CCCCC1)P(C=1C=C(C=C(C1)C1=CC=CC=C1)C1=CC=CC=C1)C1CCCCC1 dicyclohexyl-((1,1':3',1''-terphenyl)-5'-yl)phosphine